C1(CC1)C1=C(C(=NO1)C1=NN(C2=NC=NC(=C21)N)C(C)C)C2=CCCCO2 3-(5-cyclopropyl-4-(3,4-dihydro-2H-pyran-6-yl)isoxazol-3-yl)-1-isopropyl-1H-pyrazolo[3,4-d]pyrimidin-4-amine